bis-(beta-ketonaphthylamine) nickel (II) [Ni+2].O=C1C(C2=CC=CC=C2C=C1)N.O=C1C(C2=CC=CC=C2C=C1)N